CC(C)C(CCC(C)CC(=O)O)O The molecule is a hydroxy fatty acid that consists of caprylic acid bearing two additional methyl substituents at positions 3 and 7 as well as a hydroxy substituent at position 6. It derives from an octanoic acid. It is a conjugate acid of a 6-hydroxy-3,7-dimethyloctanoate.